CC1(CCC2(NC(CC23C(NC2=CC=CC=C32)=O)C(=O)O)CC1)C 4,4-dimethyl-2''-oxo-1'',2''-dihydrodispiro[cyclohexane-1,2'-pyrrolidine-3',3''-indole]-5'-carboxylic acid